OC[C@H](C[C@H]1C(NCC1)=O)NC([C@H](CC(C)C)NC(O[C@@H](C(C1=CC(=CC=C1)C(C)C)(F)F)C1=CC=CC=C1)=O)=O (R)-2,2-difluoro-2-(3-isopropylphenyl)-1-phenylethyl ((S)-1-(((S)-1-hydroxy-3-((S)-2-oxopyrrolidin-3-yl)propan-2-yl)amino)-4-methyl-1-oxopentan-2-yl)carbamate